4-(1-methyl-1H-pyrazol-3-yl)-2-phenyl-5,6,7,8-tetrahydroquinazolin-7-amine CN1N=C(C=C1)C1=NC(=NC=2CC(CCC12)N)C1=CC=CC=C1